CC=1N(C(=CC1C(CN1CCCCC1)=O)C)C1=CC=C(C=C1)S(=O)(=O)C 1-(2,5-Dimethyl-1-(4-(methylsulfonyl)phenyl)-1H-pyrrol-3-yl)-2-(piperidin-1-yl)ethanone